C(C)S(=O)(=O)C=1C=C(C=CC1)C1=CN(C(C2=CC=CC=C12)=O)C 4-(3-ethylsulfonylphenyl)-2-methylisoquinolin-1-on